5-[1-[(1S)-1-[5-[5-(difluoromethyl)-1,3,4-oxadiazol-2-yl]thiophen-2-yl]ethyl]triazol-4-yl]pyridin-2-amine FC(C1=NN=C(O1)C1=CC=C(S1)[C@H](C)N1N=NC(=C1)C=1C=CC(=NC1)N)F